N-Heptylpyrrolidinium acetat C(C)(=O)[O-].C(CCCCCC)[NH+]1CCCC1